5-(2-methylprop-1-en-1-yl)-1,2-oxazole CC(=CC1=CC=NO1)C